C(C)(C)(C)C1=CC(=NO1)NC(=O)NC1=CC=C(C=C1)N1C=NC2=C1C=CC(=C2)OC 1-(5-tert-butyl-isoxazol-3-yl)-3-[4-(5-methoxy-benzoimidazol-1-yl)-phenyl]-urea